N1(CCCC1)[13C]1=NC=CC2=CC=CC=C12 pyrrolidinoisoquinolinE-13C